N1(CCCCCC1)C=1N=C(C2=C(C=NNC2=O)N1)NC1=CC=C(C=C1)CCC(=O)O 3-(4-((2-(azepan-1-yl)-5-oxo-5,6-dihydropyrimido[4,5-d]pyridazin-4-yl)amino)phenyl)propanoic acid